2-{6-azaspiro[2.5]oct-6-yl}-4-bromo-N-[2-(4,4-difluoropiperidin-1-yl)-6-methoxypyrimidin-4-yl]naphthalene-1-carboxamide C1CC12CCN(CC2)C2=C(C1=CC=CC=C1C(=C2)Br)C(=O)NC2=NC(=NC(=C2)OC)N2CCC(CC2)(F)F